tert-butyl N-[1-[6-(4-amino-1-tetrahydropyran-2-yl-pyrazol-3-yl)-1-(2-fluoro-2-methyl-propyl)pyrazolo[4,3-c]pyridin-3-yl]azetidin-3-yl]-N-methyl-carbamate NC=1C(=NN(C1)C1OCCCC1)C1=CC2=C(C=N1)C(=NN2CC(C)(C)F)N2CC(C2)N(C(OC(C)(C)C)=O)C